5-phosphomevalonate C[C@@](CCOP(=O)(O)O)(CC(=O)O)O